OC1CN(CC1)CC=1C=NC2=C(N=CC=C2C1)NC=1C(=C(C=CC1)B(O)O)C (3-((3-((3-hydroxypyrrolidin-1-yl)methyl)-1,7-naphthyridin-8-yl)amino)-2-methylphenyl)boronic acid